C(C)(=O)OC1=C(C=CC=C1)I acetoxyphenyl iodide